1-(4-bromo-2,6-difluorophenyl)-N,N-dimethylmethanamine BrC1=CC(=C(C(=C1)F)CN(C)C)F